CC1=C(C=CC(=C1)C)C1=NC(=NC(=N1)C1=C(C=C(C=C1)C)C)C1=C(C=C(OC(C(=O)OCC)COCCCC)C=C1)O ethyl 2-[4-[4,6-bis(2,4-di-methylphenyl)-1,3,5-triazin-2-yl]-3-hydroxy-phenoxy]-3-butoxy-propanoate